diethylene glycol butyl ether C(CCC)OCCOCCO